FC(C=1OC(=CC1C(=O)NC1=NC(=NS1)CCl)C1=CC(=CC=C1)OC(F)(F)F)(F)F 2-(trifluoromethyl)-5-(3-(trifluoromethoxy)phenyl)-N-(3-(chloromethyl)-1,2,4-thiadiazol-5-yl)furan-3-carboxamide